C1(CCCCC1)C(=O)NC(=O)[C@@H]1CC12CCN(CC2)C(=O)OC(C(F)(F)F)C(F)(F)F 1,1,1,3,3,3-hexafluoropropan-2-yl (R)-1-((cyclohexanecarbonyl)carbamoyl)-6-azaspiro[2.5]octane-6-carboxylate